C(C)(C)(C)N1N=C(C=C1NC=1C=CC2=C(CN(S2(=O)=O)CC2=CC=C(C=C2)OC)C1F)[C@H]1C[C@H](CC1)N1N=CC=C(C1=O)Cl cis-2-(3-(1-(tert-butyl)-5-((4-fluoro-2-(4-methoxybenzyl)-1,1-dioxido-2,3-dihydrobenzo[d]isothiazol-5-yl)amino)-1H-pyrazol-3-yl)cyclopentyl)-4-chloropyridazin-3(2H)-one